ClCC(=O)OC(C)C1=CCC(CC1)(C)C 1-(4,4-dimethylcyclohexen-1-yl)ethyl 2-chloroacetate